(2R,4R,5S,6S)-5-((1H-tetrazol-1-yl)methyl)-5-hydroxy-4-methoxy-4,6-dimethyltetrahydro-2H-pyran N1(N=NN=C1)C[C@]1([C@](CCO[C@H]1C)(C)OC)O